(1,4-diazabicyclo[3.2.2]nonan-4-yl)(3-(3-chloro-2-methoxypyridin-4-yl)-4,7-dihydropyrano[3,4-c]pyrazol-1(5H)-yl)methanone N12CCN(C(CC1)CC2)C(=O)N2N=C(C1=C2COCC1)C1=C(C(=NC=C1)OC)Cl